C(C1=CC=CC=C1)N(C=1C(=C(C=CC1[N+](=O)[O-])CC(=O)OC(C)(C)C)F)CC1=CC=CC=C1 tert-Butyl 2-[3-(dibenzylamino)-2-fluoro-4-nitrophenyl]acetate